C(C1=CC=CC=C1)N1CC=2C=CC(=NC2C(C1)C(C)C)Cl 6-benzyl-2-chloro-8-isopropyl-5,6,7,8-tetrahydro-1,6-naphthyridine